C(C)(C)(C)OC(=O)N1CCN(CC1)C1=NC(=CC(=C1)Cl)Br 4-(6-bromo-4-chloropyridin-2-yl)piperazine-1-carboxylic acid tert-butyl ester